N-[4-fluoro-5-(2-morpholin-4-ylpyrimidin-5-yl)-2-[rac-(3aR,6aR)-1-methyl-2,3,3a,4,6,6a-hexahydropyrrolo[2,3-c]pyrrol-5-yl]phenyl]-6-oxo-4-(trifluoromethyl)-1H-pyridine-3-carboxamide FC1=CC(=C(C=C1C=1C=NC(=NC1)N1CCOCC1)NC(=O)C1=CNC(C=C1C(F)(F)F)=O)N1C[C@H]2[C@@H](C1)CCN2C |r|